N,N'-diallyl-1,3-diaminopropane dihydrochloride Cl.Cl.C(C=C)NCCCNCC=C